Imidazolium Disodium [Na+].[Na+].N1C=[NH+]C=C1